C(C)(C)(C)OC(=O)N[C@@H](C(=O)OC)C1=CC=C(C=C1)OC[C@H](CCC)C([2H])([2H])[2H] Methyl (R)-2-((tert-butoxycarbonyl)amino)-2-(4-(((S)-2-(methyl-d3)pentyl)oxy)phenyl)acetate